2-(3-methyl-phenyl)-5-hydroxy-2-methyl-trans-3-pentenoic acid CC=1C=C(C=CC1)C(C(=O)O)(\C=C\CO)C